CC1=CC=C2C(=N1)N=C(O2)N2CCN(CC2)C(=O)C=2C=NC(=CC2C)N2CC(C2)OC(C(F)(F)F)C [4-(5-methyloxazolo[4,5-b]pyridin-2-yl)piperazin-1-yl]-[4-methyl-6-[3-(2,2,2-trifluoro-1-methyl-ethoxy)azetidin-1-yl]-3-pyridyl]methanone